N1(CCCC1)S(=O)(=O)N1C=C(C2=CC=CC=C12)C=O 1-(pyrrolidin-1-ylsulfonyl)-1H-indole-3-carbaldehyde